CN(CCCCCC(=O)OCCCCCC=CCCCCC(CCCC=CCCCCC)OC(CCCC=CCCCCC)=O)C undec-5-enoic acid [(6-(dimethylamino) hexanoyloxy) docosa-6,16-dien-11-yl] ester